C1(CCC1)N(C(OC(C)(C)C)=O)[C@@H]1CN(CC1)C=1N=NC(=CC1)C1=C(C=C(C=C1)C=1C=NN(C1)C1OCCCC1)OCOC tert-butyl N-cyclobutyl-N-[(3S)-1-{6-[2-(methoxymethoxy)-4-[1-(oxan-2-yl)pyrazol-4-yl]phenyl]pyridazin-3-yl}pyrrolidin-3-yl]carbamate